COC1=C(C(=CC=C1)OC)C1=C(C=CC=C1)P 2',6'-dimethoxy-[1,1-biphenyl]-2-ylphosphine